5-amino-1-(4,4-difluorocyclohexyl)-1,2-dihydropyridin-2-one NC=1C=CC(N(C1)C1CCC(CC1)(F)F)=O